1-(2-(4-Fluorophenyl)-2H-pyrazolo[4,3-c]pyridin-6-yl)-N,N-dimethylpyrrolidine-3-sulfonamide FC1=CC=C(C=C1)N1N=C2C(C=NC(=C2)N2CC(CC2)S(=O)(=O)N(C)C)=C1